COC1=CC=C(C=C1)C1(CN=CC(=C1)C1=NOC=N1)C=O 3-(4-(methoxy)phenyl)(5-(1,2,4-oxadiazolyl)(3-pyridinyl)methanone)